3-(4-((7-(4,4-difluoropiperidin-1-yl)heptyl)thio)-6-fluoro-1-oxoisoindolin-2-yl)piperidine-2,6-dione FC1(CCN(CC1)CCCCCCCSC1=C2CN(C(C2=CC(=C1)F)=O)C1C(NC(CC1)=O)=O)F